TRIAZOLOOXAZINE C1=C2C(=NN=N2)ON=C1